8-(3-methoxy-1H-pyrazolo[3,4-b]pyrazin-6-yl)-2-(4-methyl-2-(trifluoromethyl)pyrimidin-5-yl)-2,8-diazaspiro[4.5]decane COC1=NNC2=NC(=CN=C21)N2CCC1(CCN(C1)C=1C(=NC(=NC1)C(F)(F)F)C)CC2